2-bromo-N,N-diethylethane-1-amine hydrobromide Br.BrCCN(CC)CC